C(C)(C)N(C(=O)C1=C(OC=2C(=NC=NC2)N2CC3(C2)CCN(CC3)CC3CCN(CC3)S(=O)(=O)N3CCC2(CNC2)CC3)C=CC(=C1)F)C(C)C 7-((4-((2-(5-(2-(diisopropylcarbamoyl)-4-fluorophenoxy)pyrimidin-4-yl)-2,7-diazaspiro[3.5]nonan-7-yl)methyl)piperidin-1-yl)sulfonyl)-2,7-diazaspiro[3.5]nonane